1-palmitoyl-2-(5-oxovaleroyl)-sn-glycero-3-phosphocholine C(CCCCCCCCCCCCCCC)(=O)OC[C@@H](OC(CCCC=O)=O)COP(=O)([O-])OCC[N+](C)(C)C